(R)-4-((3-acrylamidopiperidin-1-yl)methyl)-N-(2-(4-morpholino-7H-pyrrolo[2,3-d]pyrimidin-6-yl)pyrimidin-5-yl)picolinamide C(C=C)(=O)N[C@H]1CN(CCC1)CC1=CC(=NC=C1)C(=O)NC=1C=NC(=NC1)C1=CC2=C(N=CN=C2N2CCOCC2)N1